O=C1NC(CCC1N1CC2=C(C=C(C=C2C1=O)C#N)F)=O 2-(2,6-dioxopiperidin-3-yl)-7-fluoro-3-oxoisoindoline-5-carbonitrile